Bis(2-ethylmethyl)phthalat CCCOC(C=1C(C(=O)OCCC)=CC=CC1)=O